C(C)(C)(C)C1=CC=NC=C1 4-tertbutyl-pyridine